C1(CC1)C=1N=CC=2N(C1[C@@H](O)C=1N=NN(C1)C1=CC=C(C=C1)COC)C=NC2 (R)-(6-cyclopropyl-imidazo[1,5-a]pyrazin-5-yl)-[1-(4-methoxymethyl-phenyl)-1H-[1,2,3]triazol-4-yl]-methanol